BrC1=C(C=CC=C1N1C2=CC=C(C=C2C2=CC=C3C(=C12)C=CC=C3)C(C)(C)C)N3C1=CC=C(C=C1C=1C=C2C(=CC31)C=CC=C2)C(C)(C)C 5-(2-bromo-3-(8-(tert-butyl)-11H-benzo[a]carbazol-11-yl)phenyl)-2-(tert-butyl)-5H-benzo[b]carbazole